4-cyclopentyl-6-(4-((5-fluoro-2-methoxybenzoylamino)methyl)phenyl)-1H-pyrrolo[3,2-c]Pyridine-7-carboxylic acid methyl ester COC(=O)C=1C2=C(C(=NC1C1=CC=C(C=C1)CNC(C1=C(C=CC(=C1)F)OC)=O)C1CCCC1)C=CN2